ClC=1C(=NC=CC1)N1N=CC(=C1C)C(=O)OCC ethyl 1-(3-chloropyridin-2-yl)-5-methyl-1H-pyrazole-4-carboxylate